ClC1=NC=NC=2NC3=CC(=CC=C3C21)N2CCC(CC2)C=C 4-chloro-7-(4-vinylpiperidin-1-yl)-9H-pyrimido[4,5-b]indole